ClC1=C(C=CC=C1)NC=1N=CC2=C(N1)C=NN2C=2C=C(SC2)C(=O)NCCCF 4-(5-((2-chlorophenyl)amino)-1H-pyrazolo[4,3-d]pyrimidin-1-yl)-N-(3-fluoropropyl)thiophene-2-carboxamide